ClC1=C(C=CC(=C1)CN1CCN(CC1)CC)N1C=NC(=C1)C1=NC(=NC=C1C(F)(F)F)N[C@H]1[C@@H](CN(CC1)S(=O)(=O)C)F 4-(1-(2-Chloro-4-((4-ethylpiperazin-1-yl)methyl)phenyl)-1H-imidazol-4-yl)-N-((3R,4R)-3-fluoro-1-(methylsulfonyl)piperidin-4-yl)-5-(trifluoromethyl)pyrimidin-2-amine